ClC1=CC=C(C=C1)C1=CC=CC=2C3=CC=CC=C3CC12 1-(4-chlorophenyl)fluorene